(R)-2-(2,4-difluorophenyl)-1,1-difluoro-3-(1H-tetrazol-1-yl)-1-(5-(4-(2,2,2-trifluoroethoxy)phenyl)pyridin-2-yl)propane-2-ol FC1=C(C=CC(=C1)F)[C@](C(C1=NC=C(C=C1)C1=CC=C(C=C1)OCC(F)(F)F)(F)F)(CN1N=NN=C1)O